S1C=NC2=C1C=CC(=C2)NC2=CC=NC1=CC=C(C=C21)C2=C(C=C(C=C2)C2CC(N1CCCC1C2)=O)F 7-(4-(4-(benzo[d]thiazol-5-ylamino)quinolin-6-yl)-3-fluorophenyl)hexahydro-indolizin-5(1H)-one